CN(C1(CCC2(CN(C(N2CC2(CCC2)O)=O)C=2C=NC(=NC2)O)CC1)C1=CC=CC=C1)C cis-8-dimethylamino-1-[(1-hydroxy-cyclobutyl)-methyl]-3-(2-hydroxy-pyrimidin-5-yl)-8-phenyl-1,3-diazaspiro[4.5]decan-2-one